4-[(3-cyanophenyl)methyl]-N-{[4-(furan-2-yl)phenyl]methyl}-6-methyl-1-(2-methylpropanoyl)piperazine-2-carboxamide C(#N)C=1C=C(C=CC1)CN1CC(N(C(C1)C)C(C(C)C)=O)C(=O)NCC1=CC=C(C=C1)C=1OC=CC1